[Co].OC1=C2C=CC(C(=C3C=CC(=C(C=4C=CC(=C(C5=CC=C1N5)O)N4)O)N3)O)=N2 tetrahydroxyporphyrin cobalt